O=C1NC(CCC1N1C(C2=CC=C(C=C2C1)CNC(/C(/CC1=CC=CC=C1)=N/OC)=O)=O)=O (E)-N-((2-(2,6-dioxopiperidin-3-yl)-1-oxoisoindolin-5-yl)methyl)-2-(methoxyimino)-3-phenylpropionamide